5-(4-((3-ethyl-2,4-dioxo-1,2,3,4-tetrahydroquinazolin-7-yl)methyl)piperazin-1-yl)-N,4-dimethylpyrimidine-2-carboxamide C(C)N1C(NC2=CC(=CC=C2C1=O)CN1CCN(CC1)C=1C(=NC(=NC1)C(=O)NC)C)=O